CC1=CC(=C(C=C1)CC1=CC(=CC=C1)C(F)(F)F)[N+](=O)[O-] 4-methyl-2-nitro-1-(3-(trifluoromethyl)benzyl)benzene